boron bisbenzoic acid C(C1=CC=CC=C1)(=O)O.C(C1=CC=CC=C1)(=O)O.[B]